Cl.CC1=CC2=C(N=C(S2)C2CCNCC2)C=C1 6-methyl-2-(piperidin-4-yl)-1,3-benzothiazole-hydrochloride